C(C)(C)(C)OC(=O)NC12CC(C1)(C2)CC2=NC1=C(N2C[C@H]2OCC2)C=C(C=C1)C(=O)OC methyl (S)-2-((3-((tert-butoxycarbonyl) amino) bicyclo[1.1.1]pentan-1-yl) methyl)-1-(oxetan-2-ylmethyl)-1H-benzo[d]imidazole-6-carboxylate